C(C1=CC=CC=C1)N(C)C N-benzyl-dimethylamine